C[C@@H]1[C@H](C1)NC(=O)C1=CC2=C(N=C(S2)N2CCC(CC2)N2CCOCC2)S1 N-[(1S,2S)-2-methylcyclopropyl]-2-(4-morpholino-1-piperidyl)thieno[2,3-d]thiazole-5-carboxamide